N-(3-cyclopropyl-1H-pyrazol-5-yl)-2-(1-(4-methylthiazol-2-yl)-1H-pyrazol-4-yl)acetamide C1(CC1)C1=NNC(=C1)NC(CC=1C=NN(C1)C=1SC=C(N1)C)=O